FC1=C(C=CC(=C1)OC(F)(F)F)N1N=CC=2C1=NC=NC2O 1-[2-fluoro-4-(trifluoromethoxy)phenyl]pyrazolo[3,4-d]pyrimidin-4-ol